ClC1=C(C(=C(C=C1OC)OC)Cl)C1=CC2=C(N=C(N=C2)NC)N(C1=O)C(C)C=1C=C(C=CC1)NC(\C=C\CN(C)C)=O (E)-N-(3-(1-(6-(2,6-dichloro-3,5-dimethoxyphenyl)-2-(methylamino)-7-oxopyrido[2,3-d]pyrimidin-8(7H)-yl)ethyl)phenyl)-4-(dimethylamino)but-2-enamide